1-(3-(6-chloro-3-(4-(trifluoro-methyl)phenyl)-1H-pyrazolo[3,4-b]pyridin-1-yl)azetidin-1-yl)-2-fluoroprop-2-en-1-one ClC1=CC=C2C(=N1)N(N=C2C2=CC=C(C=C2)C(F)(F)F)C2CN(C2)C(C(=C)F)=O